O.N1C=NC=C1 imidazole compound with water